C(C)(C)(C)OC(=O)N1C(CC(C1)O)C(=O)O tert-butoxycarbonyl-4-hydroxy-pyrrolidine-2-carboxylic acid